BrC=1C=C2N(N=CC(=C2NC[C@@H]2N(CCC2)C(=O)OC(C)(C)C)C(N)=NC2=C(C=C(C(=C2)F)O[Si](C)(C)C(C)(C)C)CC)C1 tert-butyl (R)-2-[[[6-bromo-3-[N'-[4-[tert-butyl(dimethyl)silyl]oxy-2-ethyl-5-fluoro-phenyl]carbamimidoyl]pyrrolo[1,2-b]pyridazin-4-yl]amino]methyl]pyrrolidine-1-carboxylate